C(C)OC1=C(C=CC(=C1)C1=NN=CN1C)NC=1N=CC2=C(N1)C(=NC(=C2)C)NC2COCC2 N2-(2-ethoxy-4-(4-methyl-4H-1,2,4-triazol-3-yl)phenyl)-6-methyl-N8-(tetrahydrofuran-3-yl)pyrido[3,4-d]pyrimidine-2,8-diamine